[N+](#[C-])C=1C=CC2=C(C(NCO2)=O)C1 2,3-DIHYDRO-6-ISOCYANOBENZO[E][1,3]OXAZIN-4-ONE